C(CC(=O)[O-])(=O)OC(C)(CCCCC)C(C)(C)C.[K+].[Li+].C(C)(C)(C)C(C)(CCCCC)OC(CC(=O)[O-])=O lithium potassium 2-(tert-butyl)-2-heptyl malonate